C1(=CC=C(C=C1)C1=NC(=NC(=N1)C1=CC(=CC=C1)C1(C2=CC=CC=C2C=2C=CC=CC12)C1=CC(=CC=C1)Cl)C1=CC=CC=C1)C1=CC=CC=C1 2-([1,1'-biphenyl]-4-yl)-4-(3-(9-(3-chlorophenyl)-9H-fluoren-9-yl)phenyl)-6-phenyl-1,3,5-triazine